COC=1N=CC=C2C1SC=C2 7-methoxythieno[2,3-c]pyridine